(1,3,6-trichloro-9H-carbazol-9-yl)-2-(1,3-dioxoisoindolin-2-yl)propionic acid ClC1=CC(=CC=2C3=CC(=CC=C3N(C12)C(C(=O)O)(C)N1C(C2=CC=CC=C2C1=O)=O)Cl)Cl